CC1=C(C=C(C=C1)C(NC=1C=NC=C(C1)C(F)(F)F)=O)[C@H]1CN(CC1)C=1C=NC=C(C(=O)OC)C1 Methyl (s)-5-(3-(2-methyl-5-((5-(trifluoromethyl)pyridin-3-yl)carbamoyl) phenyl)pyrrolidin-1-yl)nicotinate